4-((2,4-dioxo-3-phenethyl-3,4-dihydroquinazolin-1(2H)-yl)methyl)-N-hydroxybenzamide O=C1N(C2=CC=CC=C2C(N1CCC1=CC=CC=C1)=O)CC1=CC=C(C(=O)NO)C=C1